BrC=1C=C(C=C(C1)C(CC1=NN=CN1C)C)N1C(C2=CC=CC(=C2C1)C(F)(F)F)=O 2-[3-bromo-5-[1-methyl-2-(4-methyl-1,2,4-triazol-3-yl)ethyl]phenyl]-4-(trifluoromethyl)isoindolin-1-one